6-(1-piperidyl)hexanoic acid N1(CCCCC1)CCCCCC(=O)O